CN(S(=O)(=O)N[C@@H]1[C@@H](N([C@@H](C1)C)C(=O)OC(C)C)COC1CC2CC2(CC1)C1=NC=CC=N1)C isopropyl (2R,3S,5R)-3-((N,N-dimethylsulfamoyl)amino)-5-methyl-2-(((6-(pyrimidin-2-yl)bicyclo[4.1.0]heptan-3-yl)oxy)methyl)pyrrolidine-1-carboxylate